3-bromo-8-methyl-5H,7H-pyrano[4,3-b]pyridin-8-ol BrC=1C=C2C(=NC1)C(COC2)(O)C